(S)-5-[[4-[2-[5-(R)-(1-hydroxyethyl)pyridin-2-yl]ethoxy]phenyl]methyl]-1,3-thiazolidine-2,4-dione OC(C)C=1C=CC(=NC1)CCOC1=CC=C(C=C1)C[C@H]1C(NC(S1)=O)=O